FC(C(=O)O)(F)F.O=C1N(C(C=C1)=O)CC(=O)NCCNC(CCC)=O N-(2-{[(2,5-dioxo-2,5-dihydro-1H-pyrrol-1-yl)acetyl]amino}ethyl)butanamide trifluoroacetate